C(C(=C)C)(=O)OCCC1C(OC1)OC(F)(F)F 3-(2-methacryloyloxyethyl)-2-trifluoromethyloxyoxetane